C(CCC)NC(=O)C=1C(N=C2C=CC=CC12)C1=CC=C(C=C1)C N-butyl-2-(p-tolyl)-2H-indole-3-carboxamide